CCCCCN1C(=O)C2=C3C(=CC=C4C3=C(C=C2)C5=C6C4=CC=C7C6=C(C=C5)C(=O)N(C7=O)CCCCC)C1=O N,N'-dipentyl-3,4,9,10-perylenedicarboximide